10-(2-fluoro-4-nitrophenoxy)-5-(3-morpholinopropoxy)-2,3-dihydro-[1,4]dioxino[2,3-f]quinoline FC1=C(OC2=CC=NC3=CC(=C4C(=C23)OCCO4)OCCCN4CCOCC4)C=CC(=C1)[N+](=O)[O-]